C1(=CC=C(C=C1)NC(=O)NCC1=CC2=C(C(N(C2)C2C(NC(CC2)=O)=O)=O)S1)C1=CC=CC=C1 1-([1,1'-biphenyl]-4-yl)-3-((5-(2,6-dioxopiperidin-3-yl)-6-oxo-5,6-dihydro-4H-thieno[2,3-c]pyrrol-2-yl)methyl)urea